4,7-dichloro-2-(ethoxymethyl)-1H-imidazo[4,5-d]pyridazine ClC1=C2C(=C(N=N1)Cl)NC(=N2)COCC